COCC(C)NC(C)=O N-(2-methoxy-1-methylethyl)acetamide